3-(4-fluorophenyl)-2-oxopropionic acid FC1=CC=C(C=C1)CC(C(=O)O)=O